C(C1=CC=CC=C1)N1CC(N(CC1)C1(CC1)C(F)(F)F)C 4-benzyl-2-methyl-1-(1-(trifluoromethyl)cyclopropyl)piperazine